CC1(OC2C(O1)C=1C(C(C(C1CC2)(C)C)C)(C)C)C 3a,5,6,7,8,8b-hexahydro-2,2,6,6,7,8,8-heptamethyl-4H-indeno(4,5-d)-1,3-dioxole